tert-butyl 2-(trifluoromethyl)-6,7,8,9-tetrahydro-5H-5,8-epiminocyclohepta[d]pyrimidine-10-carboxylate FC(C=1N=CC2=C(N1)CC1CCC2N1C(=O)OC(C)(C)C)(F)F